2-amino-N-(pyrimidin-4-yl)benzamide ruthenium(IV) sulfate S(=O)(=O)([O-])[O-].[Ru+4].NC1=C(C(=O)NC2=NC=NC=C2)C=CC=C1.S(=O)(=O)([O-])[O-]